NC=1C=C2C=C(NC2=CC1)C1=CC=CC=2N1N=C(N2)NC(=O)C2CC2 N-[5-(5-amino-1H-indol-2-yl)-[1,2,4]triazolo[1,5-a]pyridin-2-yl]cyclopropanecarboxamide